tert-butyl 6-[6-(2-cyano-3,6-difluoro-phenoxy)quinazolin-4-yl]oxy-2-azaspiro[3.3]heptane-2-carboxylate C(#N)C1=C(OC=2C=C3C(=NC=NC3=CC2)OC2CC3(CN(C3)C(=O)OC(C)(C)C)C2)C(=CC=C1F)F